ClC=1C=CC(=C2C=NN(C(C12)=O)C)OC1CC2(CN(C2)C/C(=C/C2=CC=3N(C=C2F)C=NN3)/F)C1 8-chloro-5-[[2-[(Z)-2-fluoro-3-(6-fluoro-[1,2,4]triazolo[4,3-a]pyridin-7-yl)allyl]-2-azaspiro[3.3]heptan-6-yl]oxy]-2-methyl-phthalazin-1-one